2-thienylmethanol S1C(=CC=C1)CO